tert-butyl 4-((5-cyclopropyl-3-(2-(trifluoromethoxy)phenyl)isoxazol-4-yl)methoxy)azepane-1-carboxylate C1(CC1)C1=C(C(=NO1)C1=C(C=CC=C1)OC(F)(F)F)COC1CCN(CCC1)C(=O)OC(C)(C)C